5-(4-(chloromethyl)-2-cyclopropyl-5-ethoxyphenyl)-3-methyl-1,3,4-oxadiazol-2(3H)-one ClCC1=CC(=C(C=C1OCC)C1=NN(C(O1)=O)C)C1CC1